4-bromo-2,6-dimethyl-pyridazin-3-one BrC=1C(N(N=C(C1)C)C)=O